(3-(4-hydroxyphenyl)acryloyl)-2-oxo-2H-chromene-3-carbohydrazide OC1=CC=C(C=C1)C=CC(=O)C1=C(C(OC2=CC=CC=C12)=O)C(=O)NN